CC1=CC=C(C=C1)S(=O)(=O)OCCCOC1=CC(=C(C=C1)OCC1=CC=C(C=C1)F)OCC1=CC=C(C=C1)F 3-(3,4-bis((4-fluorobenzyl)oxy)phenoxy)propyl 4-methylbenzenesulfonate